2-([2-chloro-5H,6H,7H-cyclopenta[d]pyrimidin-4-yl]amino)-N-(pyridin-2-yl)acetamide ClC=1N=C(C2=C(N1)CCC2)NCC(=O)NC2=NC=CC=C2